NC=1C=2N(C3=CC(=C(C=C3N1)F)C(=O)N1[C@@H]3[C@H](CCC1)OC1=C3C=CC(=C1)C=1C=NN(C1)C(F)F)C=NC2 (4-amino-7-fluoroimidazo[1,5-a]quinoxalin-8-yl)((4aS,9bS)-7-(1-(difluoromethyl)-1H-pyrazol-4-yl)-3,4,4a,9b-tetrahydrobenzofuro[3,2-b]pyridin-1(2H)-yl)methanone